(1S,2S,3R,4R)-5-(difluoromethylene)-3-(4-fluoro-2-methoxy-5-(((1s,4S)-4-methyl-4-((naphthalen-1-ylmethoxy)carbonyl)cyclohexyl)oxy)benzamido)bicyclo[2.2.1]heptane-2-carboxylic acid FC(=C1[C@@H]2[C@H]([C@H]([C@H](C1)C2)C(=O)O)NC(C2=C(C=C(C(=C2)OC2CCC(CC2)(C(=O)OCC2=CC=CC1=CC=CC=C21)C)F)OC)=O)F